5-((((3S,11aR)-9-oxo-3,4-dihydro-1H,9H,11H-3,11a-methanopyrimido[6',1':2,3]imidazo[5,1-c][1,4]oxazin-7-yl)oxy)methyl)-2-((2-(trifluoromethyl)pyridin-4-yl)oxy)benzonitrile O=C1N=C(C=C2N1C[C@]13CO[C@H](CN12)C3)OCC=3C=CC(=C(C#N)C3)OC3=CC(=NC=C3)C(F)(F)F